ClC1=CC=C(C=C1)C(C=CC1=CC=C(C=C1)N(C)CCO)=O 1-(4-Chlorophenyl)-3-[4-[2-hydroxyethyl(methyl)amino]phenyl]prop-2-en-1-one